C(C)(=O)N[C@@H](CSSC[C@@H](C(=O)O)NC(C)=O)C(=O)O Di-N-acetyl-L-cystine